2,4-dichloro-5-(1-(pyrrolidin-1-yl)ethyl)pyrimidine ClC1=NC=C(C(=N1)Cl)C(C)N1CCCC1